4-cyclohexyl-N-(2-(2,6-dioxopiperidin-3-yl)-1,3-dioxoisoindolin-5-yl)benzene-sulfonamide C1(CCCCC1)C1=CC=C(C=C1)S(=O)(=O)NC=1C=C2C(N(C(C2=CC1)=O)C1C(NC(CC1)=O)=O)=O